6-chloro-3,4-dihydro-2H-1,2,4-benzothiadiazine-7-sulfonamide 1,1-dioxide ClC=1C(=CC2=C(NCNS2(=O)=O)C1)S(=O)(=O)N